BrC1=CC2=C(N=C(O2)N2CCN(CC2)C(=O)OC(C)(C)C)C=C1 tert-butyl 4-(6-bromobenzo[d]oxazol-2-yl)piperazine-1-carboxylate